C[C@@H]([C@H]1CC[C@@H]\\2[C@@]1(CCC/C2=C\\C=C/3\\C[C@H](C[C@H](C3=C)O)O)C)[C@@H]4CC[C@H](O4)C(C)(C)O The molecule is a hydroxycalciol that is a synthetic analogue of vitamin D3 which contains an oxolane ring and exhibits weak vitamin D receptor agonist activity. It has a role as a vitamin D receptor agonist. It is a hydroxycalciol, a member of oxolanes and a member of D3 vitamins.